(S)-ethyl 8-(2-amino-6-((R)-2,2,2-trifluoro-1-(4'-((2-morpholinoethyl)carbamoyl)-[1,1'-biphenyl]-4-yl)ethoxy)pyrimidin-4-yl)-2,8-diazaspiro[4.5]decane-3-carboxylate NC1=NC(=CC(=N1)N1CCC2(C[C@H](NC2)C(=O)OCC)CC1)O[C@@H](C(F)(F)F)C1=CC=C(C=C1)C1=CC=C(C=C1)C(NCCN1CCOCC1)=O